diethyl 2-(((2R,3R,4S,5R)-5-(6-amino-2-chloro-9H-purin-9-yl)-4-fluoro-3-(isobutyryloxy)tetrahydrofuran-2-yl)methoxy)-2-(4-(trifluoromethoxy)benzyl)malonate NC1=C2N=CN(C2=NC(=N1)Cl)[C@H]1[C@H]([C@@H]([C@H](O1)COC(C(=O)OCC)(C(=O)OCC)CC1=CC=C(C=C1)OC(F)(F)F)OC(C(C)C)=O)F